4-(3-(1-aminoethyl)-5-chloro-6-fluoro-2-methoxyphenyl)-N,N-dimethylpyridineamide NC(C)C=1C(=C(C(=C(C1)Cl)F)C1=CC(=NC=C1)C(=O)N(C)C)OC